2-(((cyclobutylthio)methyl)thio)-6-(4-hydroxyphenyl)-4-(1-methyl-1H-pyrazol-4-yl)nicotinonitrile C1(CCC1)SCSC1=C(C#N)C(=CC(=N1)C1=CC=C(C=C1)O)C=1C=NN(C1)C